(R)-1-(6-methyl-1H-indol-3-yl)propan-2-amine CC1=CC=C2C(=CNC2=C1)C[C@@H](C)N